N-(5-(4-(Methylsulfonyl)piperazin-1-yl)pyridin-2-yl)-4-(6-phenylimidazo[1,2-a]pyridin-3-yl)pyrimidin-2-amine CS(=O)(=O)N1CCN(CC1)C=1C=CC(=NC1)NC1=NC=CC(=N1)C1=CN=C2N1C=C(C=C2)C2=CC=CC=C2